(3-(trifluoromethoxy)cyclopentyl)carbamic acid benzyl ester C(C1=CC=CC=C1)OC(NC1CC(CC1)OC(F)(F)F)=O